2-{1-[4-(2-methylpropyl)phenyl]ethyl}-1,3-dioxan-5-one CC(CC1=CC=C(C=C1)C(C)C1OCC(CO1)=O)C